CC(CN1N=C(N=N1)C1=C(C=C(C=C1)C(=O)N1CCN(CC1)C=1OC=2C(=NC(=CC2)C)N1)C)(C)C [4-[2-(2,2-dimethylpropyl)tetrazol-5-yl]-3-methyl-phenyl]-[4-(5-methyloxazolo[4,5-b]pyridin-2-yl)piperazin-1-yl]methanone